[Cl-].C(C)[N+](CCCCCCCCCCCCCCCCCC)(C1=CC=CC=C1)CC diethylphenyl-octadecyl-ammonium chloride